N-[2-(dimethylamino)ethyl]-N-(1-methyl-1H-pyrazol-4-yl)sulfamide hydrochloride Cl.CN(CCN(S(=O)(=O)N)C=1C=NN(C1)C)C